5-((1-(tert-butyl)-3-((1S,3R)-3-hydroxycyclopentyl)-1H-pyrazol-5-yl)amino)-1,3-dihydrobenzo[C]thiophene C(C)(C)(C)N1N=C(C=C1NC1=CC2=C(CSC2)C=C1)[C@@H]1C[C@@H](CC1)O